CN(CC\C(=C/CCCCCC(=O)OC)\CCCCCCCCCCCCCCCCCCC)C methyl (Z)-l-8-(2-(dimethylamino)-ethyl)heptacos-7-enoate